ClC=1N=NC(=CC1[C@H]1[C@@H](C1)C(C)(F)F)C=1C(=NC(=NC1)OC)OC |r| Rac-trans-3-chloro-4-[2-(1,1-difluoroethyl)cyclopropyl]-6-(2,4-dimethoxypyrimidin-5-yl)pyridazine